(R)-benzo[d]oxazol-2-yl-(8-methyl-3-(3-methyl-1,2,4-thiadiazol-5-yl)-5,6-dihydro-[1,2,4]triazolo[4,3-a]pyrazin-7(8H)-yl)methanone O1C(=NC2=C1C=CC=C2)C(=O)N2[C@@H](C=1N(CC2)C(=NN1)C1=NC(=NS1)C)C